CP(=O)(C)C1=CC=C(C=C1)COC1CN(C1)C(=O)N1CC2(C1)CC(C2)N2N=C(N=C2)C(F)(F)F [3-[(4-dimethylphosphorylphenyl)methoxy]azetidin-1-yl]-[6-[3-(trifluoromethyl)-1,2,4-triazol-1-yl]-2-azaspiro[3.3]heptan-2-yl]methanone